N1-[6-(7,8-dimethyl-[1,2,4]triazolo[4,3-b]pyridazin-6-yl)-7,8-dihydro-5H-1,6-naphthyridin-3-yl]-N2,N2-dimethyl-benzene-1,2-diamine CC1=C(C=2N(N=C1N1CC=3C=C(C=NC3CC1)NC=1C(=CC=CC1)N(C)C)C=NN2)C